anilinediacetic acid N(C1=CC=CC=C1)(CC(=O)O)CC(=O)O